FC=1C(=NC=C(C1)OC)C=CC=1N=C(SC1)NC(OC(C)(C)C)=O tert-butyl (4-(2-(3-fluoro-5-methoxypyridin-2-yl)vinyl)thiazol-2-yl)carbamate